[O+]1(CCSN(CC=NC=C1)C(=O)[O-])([O-])=O [1,4,5,8]oxathiadiazecin-5(2H)-carboxylat-1,1-dioxid